N1(C=NC=C1)C1=CC=C(C=O)C=C1 4-(1-imidazolyl)-Benzaldehyde